NC1=NN(C2=C(C=C(C(=C12)OC1=C(C=CC(=C1)F)Cl)NC(C1=CC(=CC(=C1)C(F)(F)F)F)=O)CCO)C N-(3-amino-4-(2-chloro-5-fluorophenoxy)-7-(2-hydroxyethyl)-1-methyl-1H-indazol-5-yl)-3-fluoro-5-(trifluoromethyl)benzamide